Cis-1-amino-9-octadecene NCCCCCCCC\C=C/CCCCCCCC